platinum-nickel-copper-silver [Ag].[Cu].[Ni].[Pt]